ClC1=C(C(=C(N=N1)C1=C(C=CC2=C1N=C(S2)N)F)C)C (6-chloro-4,5-dimethyl-pyridazin-3-yl)-5-fluoro-1,3-benzothiazol-2-amine